1,1,2,2-tetrafluoroethyl-2,2,3,3-tetrafluoropropyl ether HCl Cl.FC(C(F)F)(F)C(C(COCC(C(C(C(F)F)(F)F)(F)F)(F)F)(F)F)(F)F